N-(2,2-dimethoxyethyl)-4-(5-nitropyridin-2-yl)butyramide methyl-7-(1-(trifluoromethyl)-cyclopropyl)quinoline-4-carboxylate COC(=O)C1=CC=NC2=CC(=CC=C12)C1(CC1)C(F)(F)F.COC(CNC(CCCC1=NC=C(C=C1)[N+](=O)[O-])=O)OC